C(C)(=O)NC1=NC(=CC2=C1C(N(C2)[C@@H](C)C2CC2)=O)C2=C(N=C(S2)NC(C)=O)C (S)-N-(5-(4-acetamido-2-(1-cyclopropylethyl)-3-oxo-2,3-dihydro-1H-pyrrolo[3,4-c]pyridin-6-yl)-4-methylthiazol-2-yl)acetamide